N=1N=CN2C=NC(=CC21)OC2=C(C=C(C=C2)NC2=NC=NC1=CC=C(C=C21)NC(C=CC2N(CCC2)C)=O)C N-(4-((4-([1,2,4]triazolo[4,3-c]pyrimidin-7-yloxy)-3-methylphenyl)amino)quinazolin-6-yl)-3-(1-methylpyrrolidin-2-yl)acrylamide